N-(2-iodo-4-methyl-5-(trifluoromethyl)phenyl)acetamide IC1=C(C=C(C(=C1)C)C(F)(F)F)NC(C)=O